4-((2r,4r)-4-ethoxy-1-((6-fluoro-5-methoxy-7-methyl-1H-indol-4-yl)methyl)piperidin-2-yl)benzoic acid C(C)O[C@H]1C[C@@H](N(CC1)CC1=C2C=CNC2=C(C(=C1OC)F)C)C1=CC=C(C(=O)O)C=C1